C(C)(=O)C(CNC(C1=C(C(C(=O)NCC(CC(C)=O)C(C)=O)=C(C(=C1I)N(C(COC(C)=O)=O)C)I)I)=O)CC(C)=O N,N'-bis(2,3-diacetylpropyl)-5-(2-acetoxy-N-methylacetamido)-2,4,6-triiodoisophthalamide